OC[C@H](CC=C)NC(OC(C)(C)C)=O tert-Butyl (S)-(1-hydroxypent-4-en-2-yl)carbamate